((1-(bromomethyl)cyclobutoxy)methyl)benzene methyl-5-(2-acetamidoimidazo[1,2-b]pyridazin-6-yl)-2-methoxy-6-methylnicotinate COC(C1=C(N=C(C(=C1)C=1C=CC=2N(N1)C=C(N2)NC(C)=O)C)OC)=O.BrCC2(CCC2)OCC2=CC=CC=C2